C1(=CC=CC=C1)P(CCP(CCP(C1=CC=CC=C1)C1=CC=CC=C1)CCP(C1=CC=CC=C1)C1=CC=CC=C1)C1=CC=CC=C1 tri[2-(diphenylphosphino)ethyl]phosphine